6-acetyl-1,1,3,4,4,6-hexamethyl-tetrahydronaphthalene C(C)(=O)C1(CC2C(C(CC(C2=CC1)(C)C)C)(C)C)C